1-sulfamoyl-pyrrole-2-carboxylic acid S(N)(=O)(=O)N1C(=CC=C1)C(=O)O